5-(6-bromopyridin-2-yl)-3-methylenedihydrofuran-2(3H)-one BrC1=CC=CC(=N1)C1CC(C(O1)=O)=C